FC1(C(N(C2=C(O1)C=C(C(=C2)C2=C(C(=C(C(=C2F)F)F)F)F)F)CCC2=CC=C(C(=O)OC)C=C2)=O)F methyl 4-(2-(2,2,7-trifluoro-3-oxo-6-(perfluorophenyl)-2,3-dihydro-4H-benzo[b][1,4]oxazin-4-yl)ethyl)benzoate